C1(=CC=CC=C1)P(C1=C(C2=CC=CC=C2C=C1)C1=C(C=CC2=CC=CC=C12)P(C1=CC=CC=C1)C1=CC=CC=C1)C1=CC=CC=C1 (+-)-2,2'-bis-(diphenylphosphino)-1,1'-binaphthyl